C(C)(C)(C)OC(=O)N1C(CCCC1)C=1OC(=CN1)CNC1=C2C(N(C(C2=CC=C1)=O)C1C(NC(CC1)=O)=O)=O (5-(((2-(2,6-dioxopiperidin-3-yl)-1,3-dioxoisoindolin-4-yl)amino)methyl)oxazol-2-yl)piperidine-1-carboxylic acid tert-butyl ester